FC=1C=C(C=CC1)NC1=NC(=NC(=N1)NC(C)C)C1=NC(=CC=C1)C#CC (3-fluoro-phenyl)-N'-isopropyl-6-(6-prop-1-ynyl-pyridin-2-yl)-[1,3,5]triazine-2,4-diamine